CC1=C(C(=O)Cl)C=C(C(=C1)C(=O)Cl)C 2,5-dimethylterephthaloyl chloride